4-(2-(2-cyclopropyl-6-methylphenoxy)-5-(2-hydroxypropan-2-yl)phenyl)-N-ethyl-6-methyl-7-carbonyl-6,7-dihydro-1H-pyrrolo[2,3-c]pyridine-2-carboxamide C1(CC1)C1=C(OC2=C(C=C(C=C2)C(C)(C)O)C=2C3=C(C(N(C2)C)=C=O)NC(=C3)C(=O)NCC)C(=CC=C1)C